C(C)(C)(C)OC(NCC1CN(CC1)C1=C(C=C(C=C1)F)C=O)=O ((1-(4-Fluoro-2-formylphenyl)pyrrolidin-3-yl)methyl)carbamic acid tert-butyl ester